1,3-diisopropyl-1,3-propanediol benzoate benzenesulfonate C1(=CC=CC=C1)S(=O)(=O)OC(CC(OC(C1=CC=CC=C1)=O)C(C)C)C(C)C